ClC1=CC=C(/C=C/B2OC(C(O2)(C)C)(C)C)C=C1 (E)-2-(4-chlorostyryl)-4,4,5,5-tetramethyl-1,3,2-dioxaborolane